C(C)(C)(C)OC(=O)N1C(C2(C=C3C=CC=CC3=C2)C1)=O oxo-spiro[azetidine-3,2'-indene]-1-carboxylic acid tert-butyl ester